5-{6-[2-(2-Cyano-4-methoxy-indol-1-yl)-ethylamino]-pyrimidin-4-yl}-3-fluoro-thiophen C(#N)C=1N(C2=CC=CC(=C2C1)OC)CCNC1=CC(=NC=N1)C1=CC(=CS1)F